(2-chloro-3-fluorophenyl)-N-[2-(4-fluorophenylamino)pyridin-4-yl]acetamide ClC1=C(C=CC=C1F)CC(=O)NC1=CC(=NC=C1)NC1=CC=C(C=C1)F